C(C1=CC=CC=C1)NC1CCC(CC1)(O)C1=CC=CC=C1 (1r,4r)-4-(benzylamino)-1-phenylcyclohexan-1-ol